ClC=1C=C2CNCC2=CC1Cl 5,6-Dichloroisoindoline